O=C1NC(CC[C@H]1NC(=O)C1=CNC2=CC=CC=C12)=O (R)-N-(2,6-Dioxopiperidin-3-yl)-1H-indole-3-carboxamide